5-[3-[4-[3-(dimethylamino)propyl]-2-fluoro-phenoxy]propyl]thiazole-4-carboxylic acid CN(CCCC1=CC(=C(OCCCC2=C(N=CS2)C(=O)O)C=C1)F)C